rac-(3R,4S)-3-(4-chlorophenyl)-4-hydroxy-pyrrolidine-1-carboxylic acid tert-butyl ester C(C)(C)(C)OC(=O)N1C[C@H]([C@@H](C1)O)C1=CC=C(C=C1)Cl |r|